C(C)N(C1C(C1C1=CC=CC=C1)=O)CC 2-diethylamino-3-phenylcyclopropanone